CC1=C(C=CC(=C1)C)NC1=C(C=C(C=C1)C)C bis(2,4-dimethylphenyl)amine